2-((4-((2-amino-4-phenylthiazol-5-yl)oxy)pyridin-2-yl)amino)isonicotinamide NC=1SC(=C(N1)C1=CC=CC=C1)OC1=CC(=NC=C1)NC=1C=C(C(=O)N)C=CN1